[Si](C)(C)(C(C)(C)C)O[C@H]1[C@@H]([C@@H](O[C@]1(C=NO)CO[Si](C)(C)C(C)(C)C)N1C(NC(C(=C1)F)=O)=O)F 1-[(2R,3S,4R,5R)-4-[(tert-butyldimethylsilyl)oxy]-5-{[(tert-butyldimethylsilyl)oxy]methyl}-3-fluoro-5-[(hydroxyimino)methyl]oxolan-2-yl]-5-fluoro-3H-pyrimidine-2,4-dione